CC1(OB(OC1(C)C)C1=C2C(=NC=C1)NC(=C2)C(F)(F)F)C 4-(4,4,5,5-Tetramethyl-1,3,2-dioxaborolan-2-yl)-2-(trifluoromethyl)-1H-pyrrolo[2,3-b]pyridine